3-(5-chloro-2-(isobutyryloxy)-3-(4-methylbenzoyl-oxy)benzylideneamino)benzoic acid ClC=1C=C(C(=C(C=NC=2C=C(C(=O)O)C=CC2)C1)OC(C(C)C)=O)OC(C1=CC=C(C=C1)C)=O